FCCN1CCN(CC1)C1=CC=2N(C=C1)C=C(N2)C2=CC=C(C=C2)OC 7-[4-(2-Fluoro-ethyl)-piperazin-1-yl]-2-(4-methoxy-phenyl)-imidazo[1,2-a]pyridine